1-(tert-butyl)-N-((5-(7-(((3S,4R)-3-fluoro-1-methylpiperidin-4-yl)amino)-3-(2,2,2-trifluoroethyl)pyrazolo[1,5-a]pyridin-2-yl)-1,3,4-thiadiazol-2-yl)methyl)-1H-pyrazole-4-carboxamide C(C)(C)(C)N1N=CC(=C1)C(=O)NCC=1SC(=NN1)C1=NN2C(C=CC=C2N[C@H]2[C@H](CN(CC2)C)F)=C1CC(F)(F)F